bromo-furan-2-yl-allylidene-malononitrile BrC(=CC=C(C#N)C#N)C=1OC=CC1